2,3-dimethoxybenzyl bromide COC1=C(CBr)C=CC=C1OC